FC1=CC(=C(C=C1)N1N=C(C=C1C(C1=CC(=NN1C)C#N)O)C(F)(F)F)[C@@H](C)OCC1=CC=C(C=C1)OC 5-((1-(4-fluoro-2-((R)-1-((4-methoxybenzyl)oxy)ethyl)phenyl)-3-(trifluoromethyl)-1H-pyrazol-5-yl)(hydroxy)methyl)-1-methyl-1H-pyrazole-3-carbonitrile